tert-butyl(3-(1H-imidazol-1-yl)bicyclo[1.1.1]pentan-1-yl)carbamate C(C)(C)(C)OC(NC12CC(C1)(C2)N2C=NC=C2)=O